2-(Trimethylsilyl)ethyl (2S,3S)-3-(4-chlorophenyl)-3-[(1R)-1-(4-chlorophenyl)-7-fluoro-1-methoxy-5-[1-(oxan-4-yl)ethenyl]-3-oxo-2,3-dihydro-1H-isoindol-2-yl]-2-methylpropanoate ClC1=CC=C(C=C1)[C@H]([C@@H](C(=O)OCC[Si](C)(C)C)C)N1[C@@](C2=C(C=C(C=C2C1=O)C(=C)C1CCOCC1)F)(OC)C1=CC=C(C=C1)Cl